(S)-3-(3-chloro-4-fluorophenyl)-1-(1-(6,8-difluoro-1-oxo-1,2-dihydroisoquinolin-4-yl)ethyl)-1-methylurea ClC=1C=C(C=CC1F)NC(N(C)[C@@H](C)C1=CNC(C2=C(C=C(C=C12)F)F)=O)=O